((2-((2-chloro-2'-methyl-3'-(2-morpholinoethoxy)-[1,1'-biphenyl]-3-yl)methoxy)-4,6-dimethoxypyrimidin-5-yl)methyl)-L-proline ClC1=C(C=CC=C1COC1=NC(=C(C(=N1)OC)CN1[C@@H](CCC1)C(=O)O)OC)C1=C(C(=CC=C1)OCCN1CCOCC1)C